COCCOCCOCCO[Si](C)(C)OCCOCCOCCOC bis{2-[2-(2-methoxyethoxy)ethoxy]ethoxy}dimethylsilane